C1(=CC=CC=C1)S(=O)(=O)N1C=C(C=2C1=NC=CC2OC2=C(C=C(C=C2F)NC(OC(C)(C)C)=O)F)C2(COC2)F tert-butyl (4-{[1-(benzenesulfonyl)-3-(3-fluorooxetan-3-yl)-1H-pyrrolo[2,3-b]pyridin-4-yl]oxy}-3,5-difluorophenyl)carbamate